O=C1N(CC2=CC=C(C=C12)C1=CC=C(C=C1)N1CCNCC1)C(C(=O)NC=1SC=CN1)C1=CC=CC=C1 2-(1-oxo-6-(4-(piperazin-1-yl)phenyl)isoindolin-2-yl)-2-phenyl-N-(thiazol-2-yl)acetamide